N-(methylsulfonyl)-6-(trifluoromethyl)nicotinamide CS(=O)(=O)NC(C1=CN=C(C=C1)C(F)(F)F)=O